Racemic-2-(2-Chloro-6-fluorophenyl)-6-(4-ethyl-3-(hydroxymethyl)-5-oxo-4,5-dihydro-1H-1,2,4-triazol-1-yl)-4-(3,3,3-trifluoroprop-1-en-2-yl)-3,4-dihydroisoquinolin-1(2H)-one ClC1=C(C(=CC=C1)F)N1C(C2=CC=C(C=C2[C@@H](C1)C(=C)C(F)(F)F)N1N=C(N(C1=O)CC)CO)=O |r|